OC1(CCN(CC1)C(C[C@H](C)C1=CC=CC=C1)=O)CN1C=NC2=CC(=CC=C2C1=O)NC(C=CN1CCN(CC1)C)=O (S)-N-(3-((4-Hydroxy-1-(3-phenylbutanoyl)piperidin-4-yl)methyl)-4-oxo-3,4-dihydroquinazolin-7-yl)-3-(4-methylpiperazin-1-yl)propenamide